5-[3-(2,1,3-benzoxadiazol-5-yl)-1,2,4-oxadiazol-5-yl]-2-[(propan-2-yl)amino]benzonitrile N=1ON=C2C1C=CC(=C2)C2=NOC(=N2)C=2C=CC(=C(C#N)C2)NC(C)C